FC1=C(C(=O)N2CCC(CC2)CN2CCN(CC2)CC(=O)N2CCN(CC2)C(=O)C=2C=C(C=CC2F)CC2=NNC(C3=CC=CC=C23)=O)C(=CC(=C1)C1=NC=NC=C1)F 4-[[3-[4-[2-[4-[[1-(2,6-difluoro-4-pyrimidin-4-yl-benzoyl)-4-piperidyl]methyl]piperazin-1-yl]acetyl]piperazine-1-carbonyl]-4-fluoro-phenyl]methyl]-2H-phthalazin-1-one